ClC1=C2C=C(OC=C2C([C@@](C1=O)(C)CC(=O)[O-])=O)\C=C\C(=C\[C@H](CC)C)\C [(7R)-5-chloro-3-[(1E,3E,5S)-3,5-dimethylhepta-1,3-dienyl]-7-methyl-6,8-dioxoisochromen-7-yl]acetate